FC1=C(C=CC(=C1)N1C(N(C2=NC(=NC=C2C1)SC)C(C)C)=O)N(S(=O)(=O)C(C)C1=CC=C(C=C1)F)COC N-(2-fluoro-4-(1-isopropyl-7-(methylthio)-2-oxo-1,4-dihydropyrimido[4,5-d]pyrimidin-3(2H)-yl)phenyl)-1-(4-fluorophenyl)-N-(methoxymethyl)ethane-1-sulfonamide